4-nitro-3-(m-toluylamino)benzonitrile [N+](=O)([O-])C1=C(C=C(C#N)C=C1)NC=1C=C(C=CC1)C